1,1,1,3,3,3-hexafluoropropan-2-yl 1-(2-ethoxybenzyl)-1,8-diazaspiro[4.5]decane-8-carboxylate C(C)OC1=C(CN2CCCC23CCN(CC3)C(=O)OC(C(F)(F)F)C(F)(F)F)C=CC=C1